CN(C1=CC(=C(C(=C1)C)NS(=O)(=O)C=1C=C(C=CC1)CCCCCCC(=O)O)C)C 7-(3-(N-(4-(dimethylamino)-2,6-dimethylphenyl)sulfamoyl)phenyl)heptanoic acid